N-((6-amino-2,4-dimethylpyridin-3-yl)methyl)-6-((6-cyclopropylimidazo[1,2-a]pyridin-2-yl)methoxy)pyrimidin-4-amine NC1=CC(=C(C(=N1)C)CNC1=NC=NC(=C1)OCC=1N=C2N(C=C(C=C2)C2CC2)C1)C